[4-(5-chlorooxazolo[4,5-b]pyridin-2-yl)piperazin-1-yl]-[4-(3-ethoxy-3-methyl-azetidin-1-yl)phenyl]methanone ClC1=CC=C2C(=N1)N=C(O2)N2CCN(CC2)C(=O)C2=CC=C(C=C2)N2CC(C2)(C)OCC